OC1(CCC(CC1)O[C@@H](CN1C(N(C(C2=C1SC(=C2C)C=2OC=CN2)=O)C(C(=O)O)(C)C)=O)C2=CC=CC=C2)C 2-(1-((R)-2-(((1s,4S)-4-hydroxy-4-methylcyclohexyl)oxy)-2-phenylethyl)-5-methyl-6-(oxazol-2-yl)-2,4-dioxo-1,2-dihydrothieno[2,3-d]pyrimidin-3(4H)-yl)-2-methylpropanoic acid